(3R,4R)-4-Fluoro-1-(5-fluoro-1-((4-methoxypyridin-2-yl)methyl)-1H-benzo[d]imidazol-2-yl)piperidin-3-amin F[C@H]1[C@@H](CN(CC1)C1=NC2=C(N1CC1=NC=CC(=C1)OC)C=CC(=C2)F)N